FC=1C=C2C(=NNC2=CC1OCCOC)C1=CC(=NO1)C1=CC=C(C=C1)C(=O)N1CCOCCC1 5-Fluoro-6-(2-methoxyethoxy)-3-{3-[4-(1,4-oxazepan-4-carbonyl)phenyl]-1,2-oxazol-5-yl}-1H-indazol